Z-pyrrol N1C=CC=C1